[OH-].[Ca+2].C(C)N(CC)C(C[SiH3])N(CC)CC.[OH-] Bis(diethylamino)ethylsilane calcium hydroxide